N-(4-((2-amino-3-chloropyridin-4-yl)oxy)-3-fluorophenyl)-1-(3-ethoxypyridin-2-yl)-5-(trifluoromethyl)-1H-pyrazole-4-carboxamide NC1=NC=CC(=C1Cl)OC1=C(C=C(C=C1)NC(=O)C=1C=NN(C1C(F)(F)F)C1=NC=CC=C1OCC)F